1-benzyl-5-(4-(4,4,5,5-tetramethyl-1,3,2-dioxaborolan-2-yl)phenyl)-1H-1,2,3-triazole C(C1=CC=CC=C1)N1N=NC=C1C1=CC=C(C=C1)B1OC(C(O1)(C)C)(C)C